5-[1-(5-amino-2-pyridinyl)-3-(trifluoromethyl)pyrazol-4-yl]-N-[3-chloro-4-[(2S)-2-ethylpiperazine-1-carbonyl]phenyl]-1-methyl-imidazole-2-carboxamide NC=1C=CC(=NC1)N1N=C(C(=C1)C1=CN=C(N1C)C(=O)NC1=CC(=C(C=C1)C(=O)N1[C@H](CNCC1)CC)Cl)C(F)(F)F